2-[({4-[5-(trifluoromethyl)-1,2,4-oxadiazol-3-yl]pyridin-2-yl}oxy)methyl]-6,7-dihydro-5H-pyrazolo[5,1-b][1,3]oxazine FC(C1=NC(=NO1)C1=CC(=NC=C1)OCC1=NN2C(OCCC2)=C1)(F)F